5-fluoro-1H-pyrazolo[3,4-b]pyridine-3-amine FC=1C=C2C(=NC1)NN=C2N